9-ethoxy-10-methylanthracene C(C)OC=1C2=CC=CC=C2C(=C2C=CC=CC12)C